N-trityl-morpholino-N'-isobutyryl-guanosine C(C1=CC=CC=C1)(C1=CC=CC=C1)(C1=CC=CC=C1)NC=1NC(C=2[N+](=CN([C@]3([C@H](O)[C@H](O)[C@@H](CO)O3)N3CCOCC3)C2N1)C(C(C)C)=O)=O